phosphoric ACID DIPHENYL ESTER C1(=CC=CC=C1)OP(OC1=CC=CC=C1)(O)=O